N-{(4aR,6R)-2-[4-(2,6-difluorophenyl)-6-fluoro-1,2-benzoxazol-3-yl]-5,5-difluoro-1-oxooctahydropyrrolo[1,2-c]pyrimidin-6-yl}methanesulfonamide FC1=C(C(=CC=C1)F)C1=CC(=CC2=C1C(=NO2)N2C(N1[C@H](CC2)C([C@@H](C1)NS(=O)(=O)C)(F)F)=O)F